CNC(O)=O.C(N)(OC)=O methyl carbamate (methyl carbamate)